(S)- or (R)-2,3-diaminopropionic acid N[C@H](C(=O)O)CN |o1:1|